(1S,6S)-6-((S)-5H-imidazo[5,1-a]isoindol-5-yl)-2,2-dimethylcyclohexan-1-ol C=1N=CN2C1C1=CC=CC=C1[C@@H]2[C@@H]2CCCC([C@H]2O)(C)C